6-bromo-2,4-dichloroquinoline BrC=1C=C2C(=CC(=NC2=CC1)Cl)Cl